1-(4-methoxybenzyl)-3-(6-phenoxyhexyl)urea COC1=CC=C(CNC(=O)NCCCCCCOC2=CC=CC=C2)C=C1